methyl 3-(3-chloro-5-fluorophenyl)-4,5-dihydro-1H-benzo[g]indole-2-carboxylate ClC=1C=C(C=C(C1)F)C1=C(NC=2C3=C(CCC12)C=CC=C3)C(=O)OC